C1(CC1)C=1N=NN(C1)[C@H](C(=O)N1[C@@H](C[C@H](C1)O)C(=O)N[C@H]1[C@@H](OCCC1)C1=CC=C(C=C1)C)C(C)(C)C (2S,4R)-1-[(2S)-2-(4-cyclopropyltriazol-1-yl)-3,3-dimethyl-butanoyl]-4-hydroxy-N-[(2S,3R)-2-(p-tolyl)tetrahydropyran-3-yl]pyrrolidine-2-carboxamide